The molecule is a monomethoxybenzene that consists of phenol with a methoxy substituent at the ortho position. It has a role as an expectorant, a disinfectant, a plant metabolite and an EC 1.1.1.25 (shikimate dehydrogenase) inhibitor. It derives from a catechol. COC1=CC=CC=C1O